(1,3-dimethoxypropane-2,2-diyl)dicyclopentane COCC(COC)(C1CCCC1)C1CCCC1